(R)-6-(4-hydroxybenzo[b]thiophene-5-yl)-3-((1-isopropylpiperidin-3-yl)amino)-4-methyl-1,2,4-triazine-5(4H)-one OC1=C(C=CC=2SC=CC21)C=2C(N(C(=NN2)N[C@H]2CN(CCC2)C(C)C)C)=O